N-(4-((4-cyclopropyl-2-(methylsulfonyl)phenyl)amino)-2-methyl-3-oxo-2,3-dihydro-1H-pyrazolo[3,4-b]pyridin-6-yl)-2,2-difluorocyclopropane-1-carboxamide C1(CC1)C1=CC(=C(C=C1)NC1=C2C(=NC(=C1)NC(=O)C1C(C1)(F)F)NN(C2=O)C)S(=O)(=O)C